Heptacosan-12-one CCCCCCCCCCCC(CCCCCCCCCCCCCCC)=O